6-((2-methoxyethyl)amino)pyridine-3-carboxamide COCCNC1=CC=C(C=N1)C(=O)N